tert-butyl (2R,5S)-4-((5-chloro-6-(2-fluorophenyl)-2-((2-isopropyl-4-methylpyridin-3-yl)amino)pyridin-3-yl)((2-chloroacetyl)imino)methyl)-2,5-dimethylpiperazine-1-carboxylate ClC=1C=C(C(=NC1C1=C(C=CC=C1)F)NC=1C(=NC=CC1C)C(C)C)C(N1C[C@H](N(C[C@@H]1C)C(=O)OC(C)(C)C)C)=NC(CCl)=O